ClC1=C(C=CC=C1)C(C)OC1=CC=C(C(=O)O)C=C1 4-(1-(2-Chlorophenyl)ethoxy)benzoic acid